ethyl (E)-3-(3-bromo-4-methylphenyl)acrylate BrC=1C=C(C=CC1C)/C=C/C(=O)OCC